FC1=CC=C(C=C1)C1=CC=2C(=NC=C(C2)C2=CC=CC(=N2)C(=O)OC)N1 Methyl 6-(2-(4-fluorophenyl)-1H-pyrrolo[2,3-b]pyridin-5-yl)picolinate